4-Chlorobenzyl (S)-3-cyclopropyl-2-(2-((S)-1-(2,3-difluorobenzyl)-5-oxopyrrolidin-2-yl)acetamido)propanoate C1(CC1)C[C@@H](C(=O)OCC1=CC=C(C=C1)Cl)NC(C[C@H]1N(C(CC1)=O)CC1=C(C(=CC=C1)F)F)=O